methyl 6-chloro-4,5-difluoro-1-(p-tolylsulfonyl)pyrrolo[2,3-b]pyridine-2-carboxylate ClC1=C(C(=C2C(=N1)N(C(=C2)C(=O)OC)S(=O)(=O)C2=CC=C(C=C2)C)F)F